ClC1=NC=C(C(=N1)C)C=1CCN(CC1)C(=O)OC(C)(C)C tert-butyl 4-(2-chloro-4-methyl-pyrimidin-5-yl)-3,6-dihydro-2H-pyridine-1-carboxylate